N-[(E)-[(2,6-dichlorophenyl)-(3-fluoro-4-methyl-pyrrolidin-1-yl)methylene]amino]-4-methyl-benzenesulfonamide ClC1=C(C(=CC=C1)Cl)/C(/N1CC(C(C1)C)F)=N\NS(=O)(=O)C1=CC=C(C=C1)C